CC=1NC(=CC1)C=C 2-methyl-5-vinyl-1H-pyrrole